ON1C(CC(CC1(C)C)OCC(CO)O)(C)C 1-oxyl-2,2,6,6-tetramethyl-4-(2,3-dihydroxypropoxy)piperidine